C(CCCCCCCCCCCCCCCCC)NC(C(=C)C)=O N-octadecylmethacrylamide